FC=1C=C2C=C(C(NC2=CC1)=O)C=1N=NN(C1)C1=CC=C(C=C1)C(=O)N1[C@H](C[C@H](C1)OC)CO 6-fluoro-3-{1-[4-((2R,4R)-2-hydroxymethyl-4-methoxy-pyrrolidine-1-carbonyl)-phenyl]-1H-[1,2,3]triazol-4-yl}-1H-quinolin-2-one